NC(CO)(CO)C=1N=NN(C1)CCCCCC 2-amino-2-(1-hexyl-1H-1,2,3-triazol-4-yl)-1,3-propanediol